tert-butyl N-[(1S)-1-[2-(2,6-dioxopiperidin-3-yl)-1-oxo-2,3-dihydro-1H-isoindol-5-yl]ethyl]carbamate O=C1NC(CCC1N1C(C2=CC=C(C=C2C1)[C@H](C)NC(OC(C)(C)C)=O)=O)=O